3-nitro-5-amino-1,2,4-triazole [N+](=O)([O-])C1=NNC(=N1)N